C(CCCCCCCCCCCCC)OC1=CC=C(O1)C(=O)OC(C)OC(N(C)CC(=O)OCC)=O.C1(CC2C(CC1)O2)=CC[Si](O[Si](CC=C2CC1C(CC2)O1)(C)C)(C)C 1,3-bis[2-(3,4-epoxycyclohexyl-1-yl) ethyl] tetramethyldisiloxane 1-((2-ethoxy-2-oxoethyl)(methyl)carbamoyloxy)ethyl 5-(tetradecyloxy)furan-2-carboxylate